[Ge].[Zn].[Ge] germanium-zinc-germanium